C(C)(C)C1=C(N)C(=CC=C1)C(C)C 2,6-di-isopropylaniline